N-methyl-3H-imidazole CN1CNC=C1